tert-butyl 7-(4-(4-(2,6-dioxopiperidin-3-yl)-3,5-difluorophenyl)piperazin-1-yl)-2-azaspiro[3.5]nonane-2-carboxylate O=C1NC(CCC1C1=C(C=C(C=C1F)N1CCN(CC1)C1CCC2(CN(C2)C(=O)OC(C)(C)C)CC1)F)=O